tert-butyl ((R)-8-bromo-4-(2-(dimethylamino)-2-oxoethyl)-3-methyl-5-oxo-2,3,4,5-tetrahydrobenzofuro[2,3-f][1,4]oxazepine-3-carbonyl)((S)-1-phenylethyl)carbamate BrC1=CC2=C(C=C1)C1=C(C(N([C@](CO1)(C(=O)N(C(OC(C)(C)C)=O)[C@@H](C)C1=CC=CC=C1)C)CC(=O)N(C)C)=O)O2